(2R)-2-Amino-N-[4-(2-cyclopropyl-1H-pyrrolo[2,3-b]pyridin-4-yl)phenyl]-3,3-dimethyl-butanamide N[C@@H](C(=O)NC1=CC=C(C=C1)C1=C2C(=NC=C1)NC(=C2)C2CC2)C(C)(C)C